C(C)OC(=O)C1=C(OC2=C1C=C(C=C2)CBr)C.C(=O)(O)COCC[N+]2(C(=NCC2)CCCCCCCCCCCC)CC(=O)O 1-(β-carboxymethoxyethyl)-1-(carboxymethyl)-2-lauryl-imidazolinium ethyl-5-(bromomethyl)-2-methylbenzofuran-3-carboxylate